((1R,5S,6s)-6-((6-(4-fluorophenyl)-4-(2-methylpyrrolidin-2-yl)pyridin-2-yl)oxy)-3-azabicyclo[3.1.0]hexan-3-yl)(1-methyl-3-(thiazol-4-yl)-1H-pyrazol-5-yl)methanone FC1=CC=C(C=C1)C1=CC(=CC(=N1)OC1[C@@H]2CN(C[C@H]12)C(=O)C1=CC(=NN1C)C=1N=CSC1)C1(NCCC1)C